ClC=1C=C(C=CC1)[N+]1=CC=CC2=CC=CC=C12 N-(m-chlorophenyl)quinolinium